2-(azepan-1-yl)-N-(5-carbamoyl-pyridin-3-yl)-5-(trifluoromethyl)nicotinamide N1(CCCCCC1)C1=C(C(=O)NC=2C=NC=C(C2)C(N)=O)C=C(C=N1)C(F)(F)F